sec-butylphenol C(C)(CC)C1=C(C=CC=C1)O